(19R)-3-ethyl-16-fluoro-19-methyl-5,20-dioxa-4,8,9,23-tetraazapentacyclo[19.3.1.02,6.08,12.013,18]pentacosa-1(24),2(6),3,9,11,13,15,17,21(25),22-decaen-22-amine C(C)C=1C=2C3=CN=C(C(O[C@@H](C4=CC(=CC=C4C4=CC=NN4CC2ON1)F)C)=C3)N